C(CCC)/C(=C(/C(=O)[O-])\CCCC)/C(=O)[O-].C(CCCCCCC)[Sn+2]CCCCCCCC dioctyltin dibutylmaleate